dihydropyrimidin-2,4(1H,3H)-dione N1C(NC(CC1)=O)=O